NC1=NC=CC=C1C1=NC=2C(=NC(=CC2)C2=CC=CC=C2)N1C1=CC=C(CN2CC(NCC2)CO)C=C1 (4-(4-(2-(2-Aminopyridin-3-yl)-5-phenyl-3H-imidazo[4,5-b]pyridin-3-yl)benzyl)piperazin-2-yl)methanol